(2R,4aS,4bR,6aS,7R,10aS,10bR,12aS)-6a-methyl-7-((R)-1-(5-methyl-2H-tetrazol-2-yl)propan-2-yl)-2-propyloctadecahydrochrysen-2-ol C[C@@]12CC[C@@H]3[C@H]4CC[C@](C[C@@H]4CC[C@H]3[C@@H]2CCC[C@@H]1[C@H](CN1N=C(N=N1)C)C)(O)CCC